5,6-dichloropyridine-3-carboxylic acid ClC=1C=C(C=NC1Cl)C(=O)O